1-(oxetan-2-yl)methylamine O1C(CC1)CN